(4-benzoylphenyl)amide C(C1=CC=CC=C1)(=O)C1=CC=C(C=C1)[NH-]